Cl.O[C@@H]1C[C@H](NC1)C(=O)NC(C(F)(F)F)C1=CC=C(C=C1)C1=C(N=CS1)C (2S,4R)-4-hydroxy-N-(2,2,2-trifluoro-1-(4-(4-methylthiazol-5-yl)phenyl)ethyl)pyrrolidine-2-carboxamide hydrochloride